tributylmethylphosphonium C(CCC)[P+](C)(CCCC)CCCC